ClC1=C(C=C(C=C1)NC(=O)C1=CSC=2CNCCC21)C(F)(F)F N-(4-chloro-3-(trifluoromethyl)phenyl)-4,5,6,7-tetrahydrothieno[2,3-c]pyridine-3-carboxamide